N-(6-methoxy-2,4-dimethylpyridin-3-yl)prop-2-enamide COC1=CC(=C(C(=N1)C)NC(C=C)=O)C